COC(=O)C1=CC2=C(N=C(N2C[C@H]2OCC2)CN2CCC(CC2)C2=CC=CC=3OC(OC32)(C)C3=C(C=C(C=C3)Cl)F)S1 methyl-2-((4-(2-(4-chloro-2-fluorophenyl)-2-methylbenzo[d][1,3]dioxol-4-yl)piperidin-1-yl)methyl)-1-(((S)-oxetan-2-yl)methyl)-1H-thieno[2,3-d]imidazole-5-carboxylate